1-(3,5-di-tert-butylphenyl)-1-methylethyl carbamate C(N)(OC(C)(C)C1=CC(=CC(=C1)C(C)(C)C)C(C)(C)C)=O